[2H]C1=C(C(=C(C=2OCC(OC21)C#N)[2H])[2H])[2H] 5,6,7,8-tetradeuterio-2,3-dihydro-1,4-benzodioxine-3-carbonitrile